OC(C=O)(CO)C 2,3-dihydroxy-2-methylpropan-1-one